CC(=CCCC(C)=O)CCC=C(CCCC(C)C)C 6,10,14-trimethyl-pentadec-5,9-dien-2-one